Cl.CN1C2=NCCCN2CCC1 7-methyl-1,5,7-triazabicyclo[4.4.0]dec-5-ene hydrochloride